C(C)OC(\C(=C/C1=CC(=CC=C1)C(F)(F)F)\C(=O)C1CCC(CC1)C1=CC=C(C=C1)Cl)=O (Z)-2-((1r,4r)-4-(4-chlorophenyl)cyclohexane-1-carbonyl)-3-(3-(trifluoromethyl)phenyl)acrylic acid ethyl ester